ethyl (1S,2S)-2-(4-sulfamoylphenyl)cyclopropanecarboxylate S(N)(=O)(=O)C1=CC=C(C=C1)[C@@H]1[C@H](C1)C(=O)OCC